(3S)-3-(4,4-diethyl-2-imino-6-oxo-hexahydropyrimidin-1-yl)-N-[(3S,4R)-3-hydroxy-2,2-dimethyl-chroman-4-yl]-2,2-dimethyl-3H-benzofuran-5-carboxamide C(C)C1(NC(N(C(C1)=O)[C@@H]1C(OC2=C1C=C(C=C2)C(=O)N[C@H]2[C@@H](C(OC1=CC=CC=C21)(C)C)O)(C)C)=N)CC